NC1=CC(=C(C(=C1C(C)=O)F)I)F 1-(6-amino-2,4-difluoro-3-iodophenyl)ethanone